(2,6-dichloropyridin-4-yl)methyl N-(tert-butoxycarbonyl)-N-(3-methoxypropyl)glycinate C(C)(C)(C)OC(=O)N(CC(=O)OCC1=CC(=NC(=C1)Cl)Cl)CCCOC